C(C)(C)(C)N(C(O)=O)C1=CC(=NC=C1)Br.COC(\C(=C\OC)\C1=C(C=CC=C1)OC1=NC=NC(=C1)Cl)=O.C1CCNS1(=O)=O propanesultam methyl-(2E)-2-{2-[6-chloropyrimidin-4-yloxy]phenyl}-3-methoxyacrylate tert-butyl-(2-bromopyridin-4-yl)carbamate